1,2-dimethyl-4,5-dicarboxyl-cyclohexene CC1=C(CC(C(C1)C(=O)O)C(=O)O)C